FC(C1=CC=C(C=N1)CC1CC2(CN(C2)C=O)C1)(F)F [6-[[6-(trifluoromethyl)-3-pyridinyl]methyl]-2-azaspiro[3.3]heptane-2-yl]methanone